2,3-dihydro-1H-indazole-6-carboxylic acid N1NCC2=CC=C(C=C12)C(=O)O